FC(C1=NN=C(O1)C=1C=CC(=NC1)CN1C(N(C2=C1C=C(C=C2)F)C2CCN(CC2)C(COC)C)=O)F 3-((5-(5-(difluoromethyl)-1,3,4-oxadiazole-2-yl)pyridine-2-yl)methyl)-5-fluoro-1-(1-(1-methoxypropane-2-yl)piperidine-4-yl)-1,3-dihydro-2H-benzo[d]imidazole-2-one